C(C1=CC=CC=C1)OC1=C(C=C(C=C1C)B(O)O)C 4-BENZYLOXY-3,5-DIMETHYLPHENYLBORONIC ACID